C1(CC1)C[C@H]1[C@@H](N=C(CCC1)C1=CN=C2C(=N1)N(C(=C2)C(CCCOC)(C)C)C)CO [(2R,3S)-3-(cyclopropylmethyl)-7-[6-(4-methoxy-1,1-dimethyl-butyl)-5-methyl-pyrrolo[2,3-b]pyrazin-3-yl]-3,4,5,6-tetrahydro-2H-azepin-2-yl]methanol